6-(4-chloro-7-(1-piperidinylcarbonyl)-2-quinolinyl)-2-methyl-1(2H)-isoquinolinone ClC1=CC(=NC2=CC(=CC=C12)C(=O)N1CCCCC1)C=1C=C2C=CN(C(C2=CC1)=O)C